methyl (2-fluorophenyl)methanesulfonate FC1=C(C=CC=C1)CS(=O)(=O)OC